tert-butyl (5-([1,4'-bipiperidin]-1'-yl)-2-amino-4-methylphenyl)carbamate N1(CCCCC1)C1CCN(CC1)C=1C(=CC(=C(C1)NC(OC(C)(C)C)=O)N)C